BrC=1C(=C(C=CC1)C1=C(C(=CC=C1)C1=NC(=C(C=O)C=C1)OC)Cl)Cl 6-(3'-bromo-2,2'-dichloro-[1,1'-biphenyl]-3-yl)-2-methoxynicotinaldehyde